L-glutamic acid ditertiary butyl ester C(C)(C)(C)OC([C@@H](N)CCC(=O)OC(C)(C)C)=O